2-chloro-7-(morpholinomethyl)-N-(1-(3,4,5-trimethoxyphenyl)-1H-imidazol-4-yl)pyrrolo[2,1-f][1,2,4]triazin-4-amine ClC1=NN2C(C(=N1)NC=1N=CN(C1)C1=CC(=C(C(=C1)OC)OC)OC)=CC=C2CN2CCOCC2